1-(2-phenylthiazol-5-yl)ethan-1-one C1(=CC=CC=C1)C=1SC(=CN1)C(C)=O